tert-butyl 2-((8-(((tert-butoxycarbonyl)amino) (cyclopropyl)methyl)-3,7-dimethyl-2,6-dioxo-2,3,6,7-tetrahydro-1H-purin-1-yl)methyl)-4-chloro-1H-indole-1-carboxylate C(C)(C)(C)OC(=O)NC(C1=NC=2N(C(N(C(C2N1C)=O)CC=1N(C2=CC=CC(=C2C1)Cl)C(=O)OC(C)(C)C)=O)C)C1CC1